OCC=1C(=NC=CC1C1=CN(C(C(=C1)NC1=NN2C(CN(CC2)C)=C1)=O)C)N1N=CC2=C(C=C3CCCCN23)C1=O 2-[3-(hydroxymethyl)-4-[1-methyl-5-[(5-methyl-6,7-dihydro-4H-pyrazolo[1,5-a]pyrazin-2-yl)amino]-6-oxo-3-pyridyl]-2-pyridyl]-6,7,8,9-tetrahydropyridazino[4,5-b]indolizin-1-one